C(CCCCCCCCCCC)(=O)OOCC(OCCO)C(O)C(C(C)OCCO)OCCO {2-[3,4-bis(2-hydroxyethoxy) oxapent-2-yl]-2-(2-hydroxyethoxy) ethoxy} dodecanoate